ethyl 4-(2-chloro-4-methylphenyl)pyrrolidine-3-carboxylate ClC1=C(C=CC(=C1)C)C1C(CNC1)C(=O)OCC